nonane-1-thiol C(CCCCCCCC)S